CN(NC(=O)OC1CCCC1)C cyclopentyl 2,2-dimethylhydrazine-1-carboxylate